N-(2-chloro-3'-(4-hydroxytetrahydro-2H-pyran-4-yl)-2'-methyl-[1,1'-biphenyl]-3-yl)-1,5-dimethyl-4,5,6,7-tetrahydro-1H-imidazo[4,5-c]Pyridine-2-formamide ClC1=C(C=CC=C1NC(=O)C=1N(C2=C(CN(CC2)C)N1)C)C1=C(C(=CC=C1)C1(CCOCC1)O)C